C(CCC)(C1=C(C=C(C(=C1)C(C)(C)C)O)C)C1=C(C=C(C(=C1)C(C)(C)C)O)C 4,4'-butylidene-bis(6-t-butyl-3-methyl-phenol)